6-(benzo[d][1,3]dioxolane-5-yl)-3,4-dihydroisoquinoline O1COC2=C1C=CC(=C2)C=2C=C1CCN=CC1=CC2